Acryloyloxypropylmethyldiethoxysilane C(C=C)(=O)OCCC[Si](OCC)(OCC)C